CC1=C(C=C2C=C(N=CC2=C1)NC(=O)[C@H]1[C@H]2CCOC[C@@H]12)N1CCN(CC1)[C@@]1(COCC1)C (1R,6S,7S)-N-(7-methyl-6-(4-((S)-3-methyltetrahydrofuran-3-yl)piperazin-1-yl)isoquinolin-3-yl)-3-oxabicyclo[4.1.0]heptane-7-carboxamide